OC1=C(OC2=CC=CC=C2C1=O)C1=CC(=CC=C1)O 3,3'-Dihydroxyflavone